C(C1=CC=CC=C1)OC=1C=C2CCN3C(C2=CC1OC)CC(C(C3)CC(C)(C)C)O 9-(benzyloxy)-3-(2,2-dimethylpropyl)-10-methoxy-1H,2H,3H,4H,6H,7H,11bH-pyrido[2,1-a]isoquinolin-2-ol